3-Amino-1-(5-((6-amino-9H-purin-9-yl)methyl)-6-bromo-2,3-Dihydrobenzofuran-4-yl)-N-cyclopropylpyrrolidin-3-carboxamid NC1(CN(CC1)C1=C(C(=CC2=C1CCO2)Br)CN2C1=NC=NC(=C1N=C2)N)C(=O)NC2CC2